COC=1C=C(C(=O)NN2CCC(CC2)=O)C=CC1 3-methoxy-N-(4-oxopiperidin-1-yl)benzamide